benzoindan C1CCC2=CC=C3C(=C12)C=CC=C3